2-Nitro-N-(8-quinolinyl)benzamide [N+](=O)([O-])C1=C(C(=O)NC=2C=CC=C3C=CC=NC23)C=CC=C1